ClC1=CC=C2/C(/C(NC2=C1)=O)=C/C1=C(C(=C(C=C1)F)Cl)F (Z)-6-chloro-3-(3-chloro-2,4-difluorobenzylidene)-1,3-dihydro-2H-indol-2-one